NCCNCC[Si](OCCC)(OCCC)OCCC N-aminoethyl-beta-aminoethyl-tripropoxysilane